Boc-3,6-dihydro-2H-pyridine-4-boronic acid pinacol ester C(=O)(OC(C)(C)C)C1NCC=C(C1)B1OC(C)(C)C(C)(C)O1